fluoro-amine FN